C1(C=CCC1)CC(=O)[O-] (2-CYCLOPENTENYL)ACETATE